(5-(4-fluorophenyl)pyridin-2-yl)methanol FC1=CC=C(C=C1)C=1C=CC(=NC1)CO